CN(C1(CCC2(CN(C(N2)=O)C=2C=NC(=NC2)C2=CC=CC=C2)CC1)C1=CC=CC=C1)C cis-8-dimethylamino-8-phenyl-3-(2-phenyl-pyrimidin-5-yl)-1,3-diazaspiro[4.5]decan-2-one